5-[([2E]-3-chloro-2-propen-1-yl)amino]-1-[2,6-dichloro-4-(trifluoromethyl)phenyl]-4-[(trifluoromethyl)sulfinyl]-1H-pyrazole-3-carbonitrile Cl/C=C/CNC1=C(C(=NN1C1=C(C=C(C=C1Cl)C(F)(F)F)Cl)C#N)S(=O)C(F)(F)F